2-hydroxypropane-1,3-diyl dibutyrate C(CCC)(=O)OCC(COC(CCC)=O)O